CC1=C(C=CC=2N(C=NC21)C2=NC(C(C1=CC=CC=C21)(F)F)(C)C)C 1-(4,5-dimethyl-1H-benzoimidazol-1-yl)-4,4-difluoro-3,3-dimethyl-3,4-dihydroisoquinolin